(E)-5-(2-ethoxyvinyl)-2-(methylthio)pyrimidine-4-carboxamide C(C)O/C=C/C=1C(=NC(=NC1)SC)C(=O)N